FC(C=1OC2=C(C1C(=O)N[C@@H]1CNCC1)C=C(C=C2)OCC2=C(N=CS2)C)F (S)-2-(difluoromethyl)-5-((4-methylthiazol-5-yl)methoxy)-N-(pyrrolidin-3-yl)benzofuran-3-carboxamide